COCC1(CCC(CC1)C1=C2N(N=C1CN(CCNC)C)CC(C2)O)COC 3-(4,4-bis(Methoxymethyl)cyclohexyl)-2-((methyl(2-(methylamino)ethyl)amino)methyl)-5,6-dihydro-4H-pyrrolo[1,2-b]pyrazol-5-ol